4-((4-(4-((1r,3r)-3-hydroxycyclobutyl)-1H-pyrazol-1-yl)-5-(trifluoromethyl)pyrimidin-2-yl)amino)-N-methylbenzenesulfonamide OC1CC(C1)C=1C=NN(C1)C1=NC(=NC=C1C(F)(F)F)NC1=CC=C(C=C1)S(=O)(=O)NC